CC(CS(=O)(=O)C)C1(C(C(=O)N)C=CC=C1)C(=O)N 2-(1-methyl-2-methylsulfonylethyl)phthalamide